O[C@]1(CCN(CC12CCCC2)C(=O)N2[C@@H](CNCC2)C2=CC=CC=C2)CN2C=NC(=CC2=O)C2=CC(=CC=C2)OC 3-(((S)-10-Hydroxy-7-((R)-2-phenylpiperazine-1-carbonyl)-7-azaspiro[4.5]decan-10-yl)methyl)-6-(3-methoxyphenyl)pyrimidin-4(3H)-one